neoflavene COC1=C(C=C2C(=CCOC2=C1)C3=CC=CC=C3)OCC4=CC=CC=C4